C(#C)C1=CC=C(N(C)C)C=C1 4-ethynyl-N,N-dimethylaniline